dimethyl-diaminocyclohexylmethane CC1(CCC(CC1)C(N)N)C